C(C)(C)(C)OC(=O)N[C@@H]([C@H](CC)C)C=1OCC(N1)C(=O)OC Methyl 2-{(1S,2S)-1-[(tert-butoxycarbonyl) amino]-2-methylbutyl}-4,5-dihydro-1,3-oxazole-4-carboxylate